COC1=C(CNC=2N=C(C3=C(N2)C=C(C=N3)C=3C=CC(=NC3)C=3CCN(CC3)C)NC(CO)(CCCC)C)C=CC(=C1)OC 2-((2-((2,4-Dimethoxybenzyl)amino)-7-(1'-methyl-1',2',3',6'-tetrahydro-[2,4'-bipyridin]-5-yl)pyrido[3,2-d]pyrimidin-4-yl)amino)-2-methylhexan-1-ol